COC=1C=2N(C=C(C1)S(=O)(=O)Cl)C=CN2 8-methoxyimidazo[1,2-a]pyridine-6-sulfonyl chloride